OC1CC(C1)(C(=O)OC(C)C)C(=O)OC(C)C diisopropyl 3-hydroxycyclobutane-1,1-dicarboxylate